2-Methyl-6-(phenylethanyl)-pyridine CC1=NC(=CC=C1)CCC1=CC=CC=C1